tert-butyl 2-(3-((3-methoxy-3-oxopropyl)amino)-1-methyl-1H-indazol-6-yl)-2,7-diazaspiro[3.5]nonane-7-carboxylate COC(CCNC1=NN(C2=CC(=CC=C12)N1CC2(C1)CCN(CC2)C(=O)OC(C)(C)C)C)=O